(E)-3-(Pyridin-3-yl)-N-(4-(((1,6,6-trimethyl-10,11-dioxo-6,7,8,9,10,11-hexahydro-phenanthro[1,2-b]furan-2-yl)methyl)amino)phenethyl)acrylamide N1=CC(=CC=C1)/C=C/C(=O)NCCC1=CC=C(C=C1)NCC1=C(C2=C(O1)C=1C=CC=3C(CCCC3C1C(C2=O)=O)(C)C)C